3-(8-amino-2-(2-fluoro-6-(1-(2-(3-hydroxyazetidin-1-yl)-2-oxoethyl)-1H-pyrazol-4-yl)benzyl)-[1,2,4]triazolo[1,5-a]pyrazin-6-yl)-2-fluorobenzonitrile NC=1C=2N(C=C(N1)C=1C(=C(C#N)C=CC1)F)N=C(N2)CC2=C(C=CC=C2C=2C=NN(C2)CC(=O)N2CC(C2)O)F